FC1=C(C=C(C=C1)O)C1=N[C@H](C=2N(C3=C1C(=C(C=C3)C(F)(F)F)Cl)C(=NN2)C)C 4-fluoro-3-[(4S)-7-chloro-1,4-dimethyl-8-(trifluoromethyl)-4H-[1,2,4]triazolo[4,3-a][1,4]benzodiazepin-6-yl]phenol